4-[6-chloro-8-fluoro-2-[3-(4-methoxy-1-piperidinyl)azetidin-1-yl]-4-piperazin-1-yl-quinazolin-7-yl]-1,3-benzothiazol-2-amine ClC=1C=C2C(=NC(=NC2=C(C1C1=CC=CC2=C1N=C(S2)N)F)N2CC(C2)N2CCC(CC2)OC)N2CCNCC2